3-(2-chlorophenyl)propionic acid 2-methoxy-4-ethylphenyl ester COC1=C(C=CC(=C1)CC)OC(CCC1=C(C=CC=C1)Cl)=O